CC(C(=O)N1[C@@H](CNCC1)C)(C)NC(OC(C)(C)C)=O tert-butyl (R)-(2-methyl-1-(2-methylpiperazin-1-yl)-1-oxopropan-2-yl)carbamate